NC1=CC=C(C=N1)[C@@H](CC1=NC(=NC(=N1)N[C@@H](CO)CC(C)C)CS(=O)(=O)N)C (4-((R)-2-(6-aminopyridin-3-yl)propyl)-6-(((R)-1-hydroxy-4-methylpent-2-yl)amino)-1,3,5-triazin-2-yl)methanesulfonamide